FC1=C(C=C(C(=C1)OC1=CC=NC2=CC(=C(C=C12)OC)OCCCN1CCOCC1)F)C1=NC=CC(=C1C(=O)N)OC [2,5-difluoro-4-({6-methoxy-7-[3-(morpholin-4-yl)propoxy]quinolin-4-yl}oxy)-phenyl]-4-methoxypyridine-3-carboxamide